dicyanooctafluorobiphenyl C(#N)C1=C(C(=C(C(=C1C1=C(C(=C(C(=C1F)F)F)F)F)F)F)F)C#N